(S)-5-oxopiperidine O=C1CCCNC1